CC=1C(=NN2C1C(NC(=C2)C2=C(C(=C(C=C2)C)F)F)=O)C(=O)O 3-Methyl-6-[2,3-difluoro-4-methylphenyl]-4-oxo-4,5-dihydropyrazolo[1,5-a]pyrazine-2-carboxylic acid